2-(4-((4-hydroxyphenyl)(pyridin-2-yl)methyl)phenoxy)acetate OC1=CC=C(C=C1)C(C1=CC=C(OCC(=O)[O-])C=C1)C1=NC=CC=C1